di(p-methylbenzyl) oxalate C(C(=O)OCC1=CC=C(C=C1)C)(=O)OCC1=CC=C(C=C1)C